C(C)(C)(C)OC(=O)N(C1CCN(CC1)C1=C2C=NC(=NC2=C(C=C1)C(=O)O)OC)C1CC1 5-{4-[(tert-butoxycarbonyl)(cyclopropyl)amino]piperidin-1-yl}-2-methoxyquinazoline-8-carboxylic acid